Methyl (S)-4-((3-fluoro-7-((1-hydroxyhexan-3-yl)amino)-5-((methoxy-carbonyl)amino)-1H-pyrazolo[4,3-d]pyrimidin-1-yl)methyl)-3-methoxybenzoate FC1=NN(C2=C1N=C(N=C2N[C@H](CCO)CCC)NC(=O)OC)CC2=C(C=C(C(=O)OC)C=C2)OC